FC(C(F)(F)F)(O[Si](OC(C(F)(F)F)(F)F)(OC(C(F)(F)F)(F)F)C(C(C(N(F)F)(F)F)(F)F)(F)F)S(=O)(=O)C(C(C(C(C(C(C(C(F)(F)F)(F)F)(F)F)(F)F)(F)F)(F)F)(F)F)(F)F perfluorooctyl-sulfonyl-aminopropyl-triethoxysilane